2-fluoro-N-(6-(2-fluoro-6-methylphenyl)-8-(trifluoromethyl)imidazo[1,2-a]pyridin-2-yl)cyclopropane-1-carboxamide FC1C(C1)C(=O)NC=1N=C2N(C=C(C=C2C(F)(F)F)C2=C(C=CC=C2C)F)C1